S(=O)(=O)(O)CCCN1CCN(CC1)CCCS(=O)(=O)O 3-[4-(3-sulfopropyl)piperazin-1-yl]propane-1-sulfonic acid